BrC=1C=C(C=CC1)C1(COC1)C=1N(C(=NN1)S)C 5-(3-(3-bromophenyl)oxetan-3-yl)-4-methyl-4H-1,2,4-triazole-3-thiol